C(C)(C)(C)OC(NC1=CC(=C(C=C1)C1=CC(OC2=CC(=CC=C12)O[C@@H](C(=O)N(CC)CC(=O)NCCN(C)C)C)=O)Cl)=O tert-Butyl-N-[3-chloro-4-[7-[(1R)-2-[[2-[2-(dimethylamino)ethylamino]-2-oxo-ethyl]-ethyl-amino]-1-methyl-2-oxo-ethoxy]-2-oxo-chromen-4-yl]phenyl]carbamate